C(C\C=C\C)#N (E)-pent-3-enenitrile